C(C(=C)C)(=O)OCCOC(C=C)=O 2-(Acryloyloxy)-ethyl methacrylat